(((3R,4R)-4-Methoxy-1-methylpyrrolidin-3-yl)oxy)-1,6-naphthyridine-3-carbonitrile CO[C@H]1[C@@H](CN(C1)C)OC1=NC2=CC=NC=C2C=C1C#N